[N+](=O)([O-])C1=C(COS(=O)(=O)C2=CC=C(C)C=C2)C=CC(=C1)[N+](=O)[O-] 2,4-dinitrobenzyl-p-toluenesulfonate